FC=1C=C2C(N(C=NC2=CC1)C1=NNC=C1)=O 6-fluoro-3-(1H-pyrazol-3-yl)quinazolin-4(3H)-one